OC=1C=C(C=C(C1C1C=C(CCC1C(C)C)C)O)\C=C\C1=CC=CC=C1 3,5-dihydroxy-4-[(3''S-4''R)-p-menthenyl]-trans-stilbene